(±)-5-[[[5-(2-ethoxy-3-pyridyl)-1-isopropyl-3-methyl-pyrazolo[4,3-b]pyridin-7-yl]amino]methyl]-1-methyl-pyrrolidin-2-one C(C)OC1=NC=CC=C1C1=CC(=C2C(=N1)C(=NN2C(C)C)C)NC[C@H]2CCC(N2C)=O |r|